NC=1SC2=C(N1)C=CC(=C2)S(=O)(=O)NC2CCCC2 2-amino-N-cyclopentylbenzo[d]thiazole-6-sulfonamide